C(#N)C1=C(N=C(S1)NC(=O)[C@H]1N(CCC1)C(=O)OC(C)(C)C)C1=CC=CC=C1 tert-butyl (S)-2-((5-cyano-4-phenylthiazol-2-yl)carbamoyl)pyrrolidine-1-carboxylate